6-bromo-1-((tetrahydrofuran-2-yl)methyl)-3-trityl-1,3-dihydro-2H-imidazo[4,5-b]pyridin-2-one BrC=1C=C2C(=NC1)N(C(N2CC2OCCC2)=O)C(C2=CC=CC=C2)(C2=CC=CC=C2)C2=CC=CC=C2